1-(3-fluoro-4-(trifluoromethoxy)phenyl)-3-aza-bicyclo[3.1.0]hexane FC=1C=C(C=CC1OC(F)(F)F)C12CNCC2C1